4-Undecanon CCCC(CCCCCCC)=O